CC1=C(C=CC=C1)N 2-methyl(phenyl)amin